N-(6-(5-chloro-6-fluoro-7-(isopropylamino)-1H-indazol-4-yl)imidazo[1,2-a]pyrazin-2-yl)pentanamide ClC=1C(=C2C=NNC2=C(C1F)NC(C)C)C=1N=CC=2N(C1)C=C(N2)NC(CCCC)=O